2-methylsulfanyl-pyrimidin-4,6-diol CSC1=NC(=CC(=N1)O)O